O1CCN(CC1)C=1C2=C(N=CN1)NC(=C2)C2=CC=C(C=C2)NC2=CC=C(N=N2)N2CCN(CC2)C(C=C)=O 1-(4-(6-((4-(4-morpholino-7H-pyrrolo[2,3-d]pyrimidin-6-yl)phenyl)amino)pyridazin-3-yl)piperazin-1-yl)prop-2-en-1-one